ClC=1C=C(C=C(C1)CN1CC2(C1)CCN(CC2)C(=O)OC(C(F)(F)F)C(F)(F)F)N2CCC(CC2)C(=O)O 1-(3-Chloro-5-((7-(((1,1,1,3,3,3-hexafluoropropan-2-yl)oxy)carbonyl)-2,7-diazaspiro[3.5]nonan-2-yl)methyl)phenyl)piperidine-4-carboxylic acid